C(C1=CC=CC=C1)OC(=O)NC1CCN(CC1)C1CC2(C1)CCN(CC2)C(=O)OC(C)(C)C tert-butyl 2-(4-(((benzyloxy) carbonyl) amino) piperidin-1-yl)-7-azaspiro[3.5]nonane-7-carboxylate